3-hydroxy-9-bromo-6H-dibenzo[b,d]pyran-6-one OC=1C=CC2=C(OC(C3=C2C=C(C=C3)Br)=O)C1